(2S)-2-(4-(2-(aminomethyl)-4-oxo-3,4-dihydroquinazolin-7-yl)-1-methyl-1H-pyrazol-5-yl)-4-chloro-3-fluoro-6-(1-methylcyclopropoxy)benzonitrile NCC1=NC2=CC(=CC=C2C(N1)=O)C=1C=NN(C1C1=C(C#N)C(=CC(=C1F)Cl)OC1(CC1)C)C